FC=1C=C(C=CC1F)[C@]1(C[C@@H](N(CC1)C(=O)OC(C)(C)C)C)C(=O)OC 1-(tert-butyl) 4-methyl (2S,4S)-4-(3,4-difluorophenyl)-2-methylpiperidine-1,4-dicarboxylate